FCOC1=NC=CC(=C1CN1C(C2=CC=CC=C2C1=O)=O)I ((2-(fluoromethoxy)-4-iodopyridin-3-yl)methyl)isoindoline-1,3-dione